(1r,4r)-4-(2-(cyclopentylamino)-8-(2,4,6-trifluorophenylamino)-9H-purin-9-yl)-1-methylcyclohexanecarboxamide C1(CCCC1)NC1=NC=C2N=C(N(C2=N1)C1CCC(CC1)(C(=O)N)C)NC1=C(C=C(C=C1F)F)F